BrC1CCC(CC1)CO[Si](C1=CC=CC=C1)(C1=CC=CC=C1)C(C)(C)C ((4-Bromocyclohexyl)methoxy)(tert-butyl)diphenylsilane